(S)-5-(2,3-dichloro-4-(N-(1,1,1-trifluoropropan-2-yl)sulfamoyl)phenyl)-N,N-bisEthyl-2-(5-(2-hydroxy-2-methylpropyl)-1,3,4-oxadiazol-2-yl)thiazole-4-carboxamide ClC1=C(C=CC(=C1Cl)S(N[C@H](C(F)(F)F)C)(=O)=O)C1=C(N=C(S1)C=1OC(=NN1)CC(C)(C)O)C(=O)N(CC)CC